2-butylamino-1,3-naphthoquinone C(CCC)NC1C(C2=CC=CC=C2CC1=O)=O